C(C1=CC=CC=C1)OC(N[C@H]1CN(CCC1)C1=NC=NC=2CC(CCC12)=O)=O (R)-(1-(7-oxo-5,6,7,8-tetrahydroquinazolin-4-yl)piperidin-3-yl)carbamic acid benzyl ester